sulphamidic acid S(=O)(=O)(N)O